(5-(benzoxazol-2-yl)naphthalen-2-yl)boronic acid O1C(=NC2=C1C=CC=C2)C2=C1C=CC(=CC1=CC=C2)B(O)O